BrC1=CC(=C(CN2N=C3N(CCCC3)C2=O)C=C1)F (5S)-2-(4-Bromo-2-fluorobenzyl)-3-oxo-2,3,5,6,7,8-hexahydro[1,2,4]triazolo[4,3-a]pyridin